tert-butyl 4-(4-(2,6-bis(benzyloxy)pyridin-3-yl)-1H-indol-1-yl)piperidine-1-carboxylate C(C1=CC=CC=C1)OC1=NC(=CC=C1C1=C2C=CN(C2=CC=C1)C1CCN(CC1)C(=O)OC(C)(C)C)OCC1=CC=CC=C1